5-((1S,3R)-2-(bicyclo[1.1.1]pentan-1-yl)-3-methyl-2,3,4,9-tetrahydro-1H-pyrido[3,4-b]indol-1-yl)-N-(1-(3-fluoropropyl)azetidin-3-yl)pyrazin-2-amine C12(CC(C1)C2)N2[C@@H](C=1NC3=CC=CC=C3C1C[C@H]2C)C=2N=CC(=NC2)NC2CN(C2)CCCF